5-tert-Butyl-[1,2,4]oxadiazole-3-carboxylic acid {(R)-2-[2-(1-isopropyl-5-methyl-1H-pyrazol-4-yl)-3H-imidazo[4,5-b]pyridin-7-yl]-6,7,8,9-tetrahydro-5H-benzocyclohepten-5-yl}-amide C(C)(C)N1N=CC(=C1C)C1=NC=2C(=NC=CC2C=2C=CC3=C(CCCC[C@H]3NC(=O)C3=NOC(=N3)C(C)(C)C)C2)N1